FC1=C(C(=O)N)C=C(C=C1)S(NC1(CC1)CF)(=O)=O 2-fluoro-5-(N-(1-(fluoromethyl)cyclopropyl)sulfamoyl)benzamide